3-formyl-4-hydroxy-benzoic acid C(=O)C=1C=C(C(=O)O)C=CC1O